C(C)(C)(C)OC(=O)N1[C@H]2CC(C[C@@H]1CCC2)N(C)C=2N=NC(=CC2)Cl (1R,3s,5S)-3-((6-Chloropyridazin-3-yl)(methyl)amino)-9-azabicyclo[3.3.1]Nonane-9-carboxylic acid tert-butyl ester